C(C)(C)(C)OC(NCCC1=CC=C(C=C1)NC(CCN1CCCC1)=O)=O 4-(3-(pyrrolidin-1-yl)propionylamino)phenethylcarbamic acid tert-butyl ester